7,10-dimethoxy-2,3,4,5-tetrahydro-1H-naphtho[2,3-d]azepine-6,11-dione COC1=C2C(C3=C(CCNCC3)C(C2=C(C=C1)OC)=O)=O